COC1=C(C=CC2=C1N=C(O2)C2=C1C=C(N=CC1=C(N=C2)NC)NC(=O)C2CC2)OC N-(5-(4,5-dimethoxybenzo[d]oxazol-2-yl)-8-(methylamino)-2,7-naphthyridin-3-yl)cyclopropanecarboxamide